2-Methyl-2-(pyrrolidin-1-yl)propanoic acid CC(C(=O)O)(C)N1CCCC1